ClC=1C=C(C=C(C1)B1OC(C(O1)(C)C)(C)C)C1(COCCN1C(C=C)=O)C 1-(3-(3-chloro-5-(4,4,5,5-tetramethyl-1,3,2-dioxaborolan-2-yl)phenyl)-3-methylmorpholino)prop-2-en-1-one